6-BROMO-1-CHLOROPHTHALAZINE BrC=1C=C2C=NN=C(C2=CC1)Cl